NC1=NC=2C=C(C=CC2C2=C1N=C(N2OCCCCN2N=NC(=C2)CCCCCCCCCCCCCCCCC)CCCC)P(C)(C)=O (4-amino-2-butyl-1-(4-(4-heptadecyl-1H-1,2,3-triazol-1-yl)butoxy)-1H-imidazo[4,5-c]quinolin-7-yl)dimethylphosphine oxide